(4EZ)-5-(2-(cyclopropanecarbonyl)-4-(((4-fluorophenyl)amino)(methylthio)methylene)-3,5-dioxo-tetrahydropyridazin-1(2H)-yl)picolinonitrile C1(CC1)C(=O)N1N(CC(C(C1=O)=C(SC)NC1=CC=C(C=C1)F)=O)C=1C=CC(=NC1)C#N